3,3'-dinitro-4,4'-azofurazan [N+](=O)([O-])C1=NON=C1N=NC=1C(=NON1)[N+](=O)[O-]